C(C)(C)(C)N(C(O)=O)[C@@H](C[C@H]1C(NCC1)=O)C(C(=O)N)O.NC1CN(CC1)C(=O)C=1C=NC=CC1 (3-aminopyrrolidin-1-yl)(pyridin-3-yl)methanone tert-butyl-((2S)-4-amino-3-hydroxy-4-oxo-1-((S)-2-oxopyrrolidin-3-yl)butan-2-yl)carbamate